tert-Butyl (s)-2-((4-methyl-3-((1-(2-methyl-7-(((trifluoromethyl)sulfonyl)oxy) quinolin-5-yl)cyclopropyl)carbamoyl)phenoxy)methyl)azetidine-1-carboxylate CC1=C(C=C(OC[C@H]2N(CC2)C(=O)OC(C)(C)C)C=C1)C(NC1(CC1)C1=C2C=CC(=NC2=CC(=C1)OS(=O)(=O)C(F)(F)F)C)=O